ClC=1N=C(C2=C(N1)CC[S@]2=O)NC2CCS(CC2)(=O)=O (R)-4-((2-chloro-5-oxo-6,7-dihydrothieno[3,2-d]pyrimidin-4-yl)amino)tetrahydro-2H-thiopyran 1,1-dioxide